ClC1=C(C=C(C(=C1)Cl)Br)N1N=C(N(C1=O)C(F)F)C 2-(2,4-dichloro-5-bromophenyl)-4-(difluoromethyl)-2,4-dihydro-5-methyl-3H-1,2,4-triazole-3-one